OC(C=1C(=NC=CN1)N1CCNCC1)C1=CC=C(C=C1)C(F)(F)F 4-(3-{hydroxy[4-(trifluoromethyl)phenyl]methyl}pyrazin-2-yl)piperazin